ClC=1C=C(C(=O)NC)C=C(C1NC(C(C=1C=NC=NC1)N(C1=CC=C(C=C1)C1=CN=CO1)C(CCl)=O)=O)C 3-chloro-4-[[2-(N-(2-chloroacetyl)-4-oxazol-5-yl-anilino)-2-pyrimidin-5-yl-acetyl]amino]-N,5-dimethyl-benzamide